N=1NN=NC1CN1C([C@H]([C@@H](C1)C=1C(=CC2=C(CCO2)C1)F)NC(=O)NC1=CC=C(C=C1)F)=O |o1:8,9| (-)-1-{(3S*,4R*)-1-[(2H-Tetrazol-5-yl)methyl]-4-(6-fluoro-2,3-dihydrobenzofuran-5-yl)-2-oxopyrrolidin-3-yl}-3-(4-fluorophenyl)urea